COC=1C=C(C(=O)NC)C=CC1NCC#C 3-methoxy-N-methyl-4-(prop-2-ynylamino)benzamide